5-(5-(1-(cyclopropylmethyl)-1H-pyrazol-4-yl)-6-methylpyridazin-3-yl)pyrimidine-2,4(1H,3H)-dione C1(CC1)CN1N=CC(=C1)C=1C=C(N=NC1C)C=1C(NC(NC1)=O)=O